C1=NC=C(C2=CC=CC=C12)N1C(N(C[C@H]1C#N)C=1C=NN(C1)C)=O (S)-3-(isoquinolin-4-yl)-1-(1-methyl-1H-pyrazol-4-yl)-2-oxoimidazolidine-4-carbonitrile